C1(CCCC1)COC1=CC(=C(C(=O)NS(=O)(=O)N2CCC(CC2)OC2CN(CC2)C(=O)OC(C)(C)C)C=C1C1CC1)F tert-butyl 3-((1-(N-(4-(cyclopentylmethoxy)-5-cyclopropyl-2-fluorobenzoyl)sulfamoyl)piperidin-4-yl)oxy)pyrrolidine-1-carboxylate